N1=CNC2=NC=CC(=C21)C=2C=NN(C2)C(=O)N2CC(C(C2)C)C#N 1-(4-(3H-imidazo[4,5-b]pyridin-7-yl)-1H-pyrazole-1-carbonyl)-4-methylpyrrolidine-3-carbonitrile